2-(3'-sec-butyl-5'-tert-butyl-2'-hydroxy-phenyl)benzotriazole C(C)(CC)C=1C(=C(C=C(C1)C(C)(C)C)N1N=C2C(=N1)C=CC=C2)O